C(C)(=O)OCC(C1=CC=C(C=C1)S(=O)(=O)C)=NO hydroxyimino-(4-methylsulfonyl-phenyl)-ethyl acetate